C1(CCCC1)N1CCN(CC1)C1CCC(CC1)NC1=NC=2C3=C(C=CC2C=N1)N=NN3C(C)C N-((1R,4R)-4-(4-cyclopentylpiperazin-1-yl)cyclohexyl)-1-isopropyl-1H-[1,2,3]triazolo[4,5-h]quinazolin-8-amine